trans-3-(cyanomethyl)-N-{cis-3-[methyl-(7H-pyrrolo[2,3-d]pyrimidin-4-yl)amino]cyclobutyl}cyclobutanesulfonamide C(#N)C[C@@H]1C[C@H](C1)S(=O)(=O)N[C@@H]1C[C@@H](C1)N(C=1C2=C(N=CN1)NC=C2)C